CS(=O)(=O)CC#N 2-(methylsulfonyl)-acetonitrile